7-hexadecanol CCCCCCC(CCCCCCCCC)O